C(C1=CC=CC=C1)OCC([N+](=O)[O-])=C1CN(C1)C(=O)OC(C)(C)C Tert-Butyl 3-(2-benzyloxy-1-nitro-ethylidene)azetidine-1-carboxylate